(3S,11aR)-N-[(2,4-difluorophenyl)methyl]-3-methyl-5,7-dioxo-6-[(phenylmethyl)oxy]-2,3,5,7,11,11a-hexahydro[1,3]oxazolo[3,2-a]pyrido[1,2-d]pyrazine-8-carboxamide FC1=C(C=CC(=C1)F)CNC(=O)C=1C(C(=C2N(C[C@@H]3N(C2=O)[C@H](CO3)C)C1)OCC1=CC=CC=C1)=O